(R)-(5-(1-(difluoromethyl)-1H-pyrazol-3-yl)-1,3,4-oxadiazol-2-yl)(4-(7-fluoropyrazolo[1,5-a]pyridin-2-yl)-6,7-dihydro-1H-imidazo[4,5-c]pyridin-5(4H)-yl)methanone FC(N1N=C(C=C1)C1=NN=C(O1)C(=O)N1[C@H](C2=C(CC1)NC=N2)C2=NN1C(C=CC=C1F)=C2)F